[N+](=O)([O-])C1=C(C(=CC(=C1)C(F)(F)F)[N+](=O)[O-])N(CCCCCC(=O)O)C N-(2,6-dinitro-4-trifluoromethylphenyl)-N-methyl-6-aminohexanoic acid